4-(7-chloro-1H-pyrrolo[3,2-c]pyridin-4-yl)-N-(4-hydroxy-bicyclo[2.2.1]heptan-1-yl)benzamide ClC=1C2=C(C(=NC1)C1=CC=C(C(=O)NC34CCC(CC3)(C4)O)C=C1)C=CN2